(2S,3S,4R,5R)-N-ethyl-3,4-dihydroxy-5-(2-(1-methyl-1H-pyrazol-4-yl)-6-(methylamino)-9H-purin-9-yl)tetrahydrofuran-2-carboxamide C(C)NC(=O)[C@H]1O[C@H]([C@@H]([C@@H]1O)O)N1C2=NC(=NC(=C2N=C1)NC)C=1C=NN(C1)C